(4aS,6R)-6-(2,3-dichloro-6-hydroxyphenyl)-4-hydroxy-3,3-dimethyl-tetrahydro-4H-pyrrolo[1,2-c][1,3]oxazin-1-one ClC1=C(C(=CC=C1Cl)O)[C@H]1C[C@@H]2N(C(OC(C2O)(C)C)=O)C1